NC1=C(C(=NN1C(C)C)C1=CC=C(C=C1)CC(=O)NC1=NOC(=C1)C1(CC1)C)C(=O)N 5-Amino-1-isopropyl-3-(4-(2-((5-(1-methylcyclopropyl)isoxazol-3-yl)amino)-2-oxoethyl)phenyl)-1H-pyrazole-4-carboxamide